ClN1C(N(C(N(C1(C)C1=CC=C(C=C1)C=C)Cl)=O)Cl)=O 1,3,5-trichloro-6-methyl-(4'-vinyl-phenyl)-1,3,5-triazine-2,4-dione